Benzyl-bis(2-bromoethyl)amine C(C1=CC=CC=C1)N(CCBr)CCBr